BrCC=1C=C2C=CC=NC2=CC1Cl 6-(bromomethyl)-7-chloroquinoline